ClC1=C(C(=CC=C1)F)N1C=2N(C3=C(C1=O)C=NC(=N3)NC3=CC=C1C(CN(CC1=C3)S(=O)(=O)C)(C)C)C=CN2 6-(2-chloro-6-fluorophenyl)-2-{[4,4-dimethyl-2-(methylsulfonyl)-1,2,3,4-tetrahydroisoquinolin-7-yl]amino}imidazo[1,2-a]pyrimido[5,4-e]pyrimidin-5(6H)-one